C(C)N=C=NCCCN(C)C 1-ethyl-3-(3-(dimethylamino)propyl)carbodiimide